ClC=1C=CC(=C(C#N)C1)C1CN(C1)[C@H]1[C@H](CCCC1)OC=1C=C2CN(C(C2=CC1)=O)[C@H]1C(NC(CC1)=O)=O |&1:30| Rac-5-chloro-2-(1-((cis)-2-((2-(2,6-dioxopiperidin-3-yl)-1-oxoisoindolin-5-yl)oxy)cyclohexyl)azetidin-3-yl)benzonitrile